(E)-N-(1-(5-bromo-4-chloropyridin-3-yl)-2-methylbut-3-en-1-ylidene)-2-methylpropane-2-sulfinamide BrC=1C(=C(C=NC1)\C(\C(C=C)C)=N\S(=O)C(C)(C)C)Cl